(S)-2-(4-benzyl-1-(4-(difluoromethyl)-5-(trifluoromethyl)pyridin-2-yl)piperazin-2-yl)acetic acid C(C1=CC=CC=C1)N1C[C@@H](N(CC1)C1=NC=C(C(=C1)C(F)F)C(F)(F)F)CC(=O)O